(2-chloro-9-(2-oxo-2-(pyridin-2-yl)ethyl)-9H-purin-6-yl)-3-methylbenzohydrazide ClC1=NC(=C2N=CN(C2=N1)CC(C1=NC=CC=C1)=O)C1=C(C(=O)NN)C=CC=C1C